N4-methyl-3-nitropyridin-2,4-diamine CNC1=C(C(=NC=C1)N)[N+](=O)[O-]